C1(C=CC(N1CCCCCCCCCCN1CCCNCCNCCCNCC1)=O)=O 8-[10-maleimidodecyl]-1,4,8,11-tetraazacyclotetradecane